2-amino-2-methyl-1,3-butanediol NC(CO)(C(C)O)C